N-[5-(difluoromethyl)pyridin-3-yl]-4-methylpiperidine FC(C=1C=C(C=NC1)N1CCC(CC1)C)F